ClC1=C(C=C2C(=NNC2=C1)NC1CCN(CC1)C(C=C)=O)C1=C(C=CC=C1)Cl 4-(6-chloro-5-(2-chlorophenyl)-1H-indazol-3-ylamino)piperidin-1-ylprop-2-en-1-one